FC(S(=O)(=O)[O-])(F)F.FC(C=1C=C(C=CC1)[I+]C1=C(C=C(C=C1C)C)C)(F)F [3-(trifluoromethyl)phenyl](2,4,6-trimethylphenyl)iodonium trifluoro-methanesulfonate